2-{3-[(3-amino-2-fluorophenyl)methyl]-2-oxo-3,4-dihydro-2H-1,3-benzoxazin-7-yl}-N,N-dimethylacetamide NC=1C(=C(C=CC1)CN1C(OC2=C(C1)C=CC(=C2)CC(=O)N(C)C)=O)F